tert-butyl N-[4-methyl-3-[[3-methyl-5-(2-phenylethynyl)-2-pyridyl]carbamoyl]phenyl]carbamate CC1=C(C=C(C=C1)NC(OC(C)(C)C)=O)C(NC1=NC=C(C=C1C)C#CC1=CC=CC=C1)=O